(N-[5-(4-Acetamidobenzoyl)-4-aminothiazol-2-yl]-4-fluoroanilino)propanamid C(C)(=O)NC1=CC=C(C(=O)C2=C(N=C(S2)N(C2=CC=C(C=C2)F)C(C(=O)N)C)N)C=C1